N1(N=CC=C1)CC=1C=C(CNC2=C(C(=NC3=CC=CC=C23)Cl)N)C=CC1 N4-(3-((1H-pyrazol-1-yl)methyl)benzyl)-2-chloroquinoline-3,4-diamine